N[C@@H](C[C@H](C1=CN=CS1)SC1=C(C#N)C=CC(=C1)Cl)CO 2-((1R,3S)-3-amino-4-hydroxy-1-thiazole-5-yl-butylsulfanyl)-4-chloro-benzonitrile